FC(CS(=O)(=O)O)CCCCCCCC 2-fluorodecanesulfonic acid